biquinol C=1(O)C(=CC(O)=CC1)C=1C(O)=CC=C(C1)O